1-(3,3-Difluoroazetidin-1-yl)-2-[6-(3,5-difluorophenyl)pyrazolo[4,3-b]pyridin-1-yl]ethanone FC1(CN(C1)C(CN1N=CC2=NC=C(C=C21)C2=CC(=CC(=C2)F)F)=O)F